C[C@H]1CC=C2[C@H]([C@]1(C)CC/C(=C/COP(=O)(O)OP(=O)(O)O)/C)CCCC2(C)C The molecule is a diterpenyl phosphate that is the O-diphospho derivative of tuberculosinol. It derives from a tuberculosinol. It is a conjugate acid of a tuberculosinyl diphosphate(3-).